C1(CC1)C1=CC(=NC=2N1N=C(C2)C2=C(C=C(C=C2)N2C(C(CC2)C(=O)O)C)F)C(=O)N2[C@@H](C1=CC=CC=C1CC2)C 1-(4-{7-cyclopropyl-5-[(1R)-1-methyl-1,2,3,4-tetrahydroisoquinoline-2-carbonyl]-pyrazolo[1,5-a]pyrimidin-2-yl}-3-fluorophenyl)-2-methylpyrrolidine-3-carboxylic acid